CN1N(C2=NC(=NC=C2C1=O)SC)C1=NC=CC=N1 2-methyl-6-methylsulfanyl-1-pyrimidin-2-yl-pyrazolo[3,4-d]pyrimidin-3-one